ethyl 2-(2-((5-(3-(((tert-butoxycarbonyl)amino)methyl)phenyl)-7-nitrobenzofuran-2-yl)methoxy)phenyl)acetate C(C)(C)(C)OC(=O)NCC=1C=C(C=CC1)C=1C=C(C2=C(C=C(O2)COC2=C(C=CC=C2)CC(=O)OCC)C1)[N+](=O)[O-]